FC1=C(COC2=C(C(=C(C(=C2F)F)F)F)S(=O)(=O)N(C)C)C=CC(=C1)F ((2,4-difluorobenzyl)oxy)-3,4,5,6-tetrafluoro-N,N-dimethylbenzenesulfonamide